4-(4-Chloro-3-iodo-1H-pyrazolo[3,4-d]pyrimidin-1-yl)piperidine-1-carboxylic acid tert-butyl ester C(C)(C)(C)OC(=O)N1CCC(CC1)N1N=C(C=2C1=NC=NC2Cl)I